n-octylxanthate C(CCCCCCC)OC(=S)[S-]